COC1=C(C=CC=C1)C1=NC(=CC2=C1NC1=CC=CC=C21)NC=2C(C(C1=CC=CC=C1C2)=O)=O ((1-(2-methoxyphenyl)-9H-pyrido[3,4-b]indol-3-yl)amino)naphthalene-1,2-dione